(S)-3-(Boc-amino)butanoic acid C(=O)(OC(C)(C)C)N[C@H](CC(=O)O)C